FC1=C(C=C(C=C1)CC(=O)N1CCN(CC1)C=1C=CC=2N(N1)C=NN2)[N+](=O)[O-] 2-(4-fluoro-3-nitrophenyl)-1-(4-{[1,2,4]triazolo[4,3-b]pyridazin-6-yl}piperazin-1-yl)ethan-1-one